1-(cyclopropylmethyl)-1H-1,2,4-triazole-3-carboxamide C1(CC1)CN1N=C(N=C1)C(=O)N